C1(CCCCC1)N1CC(C1)(NC(=O)C1=NOC(=C1)C1=C(C=C(C=C1)F)F)CC(=O)OC methyl 2-(1-cyclohexyl-3-(5-(2,4-difluorophenyl)isoxazole-3-carboxamido)azetidin-3-yl)acetate